FC=1C=CC=C2C=C(C(=NC12)C)NC([C@@](CC(C)C)(C)CC1=CC(=CC=C1)F)=O (2R)-N-(8-fluoro-2-methyl-3-quinolyl)-2-[(3-fluorophenyl)methyl]-2,4-dimethyl-pentanamide